2-chloro-1,3-dimethyl-4,5,6,7-tetrahydro-1H-1,3-diazepinium hexafluorophosphate F[P-](F)(F)(F)(F)F.ClC1[NH+](CCCCN1C)C